N-(2-amino-3-(hydroxymethyl)-6-isopropylphenyl)acetamide NC1=C(C(=CC=C1CO)C(C)C)NC(C)=O